6-fluoro-7-[3-(6-methoxypyridine-2-amido)azetidin-1-yl]-4-oxo-1-(1,3-thiazol-2-yl)-1,4-dihydro-1,8-naphthyridine-3-carboxylic acid FC=1C=C2C(C(=CN(C2=NC1N1CC(C1)NC(=O)C1=NC(=CC=C1)OC)C=1SC=CN1)C(=O)O)=O